C1(=CC=C(C=C1)OC1=C(C=C2CCC(C2=C1)OP(=O)(N1CC1)N1CC1)[N+](=O)[O-])C1=CC=CC=C1 di(aziridin-1-yl)phosphinic acid 6-([1,1'-biphenyl]-4-yloxy)-5-nitro-2,3-dihydro-1H-inden-1-yl ester